aluminum(III) perchlorate Cl(=O)(=O)(=O)[O-].[Al+3].Cl(=O)(=O)(=O)[O-].Cl(=O)(=O)(=O)[O-]